C(C)(=O)NC=1C(=NC=CC1)N1CCN(CC1)[C@H]1CC2(CN(C2)C(=O)OCC)CC1 ethyl (6R)-6-[4-(3-acetamido-2-pyridyl)piperazin-1-yl]-2-azaspiro[3.4]-octane-2-carboxylate